Phenyl (3-(3-(4-methoxybenzyl)-2,4-dioxotetrahydropyrimidin-1(2H)-yl)benzofuran-5-yl)carbamate COC1=CC=C(CN2C(N(CCC2=O)C2=COC3=C2C=C(C=C3)NC(OC3=CC=CC=C3)=O)=O)C=C1